2-anilino-6-methyl-3-(pyridin-3-yl)quinazolin-4(3H)-one N(C1=CC=CC=C1)C1=NC2=CC=C(C=C2C(N1C=1C=NC=CC1)=O)C